2-(1-(4-(2-hydroxyethyl)piperidine-1-carbonyl)piperidin-4-ylidene)-2-(4-(trifluoromethyl)phenyl)acetonitrile OCCC1CCN(CC1)C(=O)N1CCC(CC1)=C(C#N)C1=CC=C(C=C1)C(F)(F)F